ClC1=C(C=CC(=C1)C=1C=C2C(=NN(C2=CC1)C1=CC(=C(C=C1)F)O)C)O 2-Chloro-4-(1-(4-fluoro-3-hydroxyphenyl)-3-methyl-1H-indazol-5-yl)phenol